((R)-1-(2-aminopyridin-3-yl)ethyl)(methyl)amine NC1=NC=CC=C1[C@@H](C)NC